N[C@@H]1[C@H](C2CCC1CC2)C(=O)[O-] (2s,3s)-3-aminobicyclo[2.2.2]octane-2-carboxylate